(3S,4S)-tert-butyl 3-fluoro-4-hydroxypyrrolidine-1-carboxylate F[C@H]1CN(C[C@@H]1O)C(=O)OC(C)(C)C